OCCSC1=CC(=NC=C1)C(=O)OC methyl 4-[(2-hydroxyethyl)thio]-2-pyridinecarboxylate